N-{(2S)-6-{[(2,5-dioxo-2,5-dihydro-1H-pyrrol-1-yl)acetyl]amino}-1-[(2,5-dioxopyrrolidin-1-yl)oxy]-1-oxohex-2-yl}-2,5,8,11,14,17,20,23-octaoxahexacosane-26-amide O=C1N(C(C=C1)=O)CC(=O)NCCCC[C@@H](C(=O)ON1C(CCC1=O)=O)NC(CCOCCOCCOCCOCCOCCOCCOCCOC)=O